C(C1=CC=CC=C1)OC=1C(=C(C=C(C1F)C(F)(F)F)C1=NN(C2=NC(=NC=C21)N(C)C2(CCNCC2)CC2=CC=CC=C2)C)F 3-(3-(Benzyloxy)-2,4-difluoro-5-(trifluoromethyl)phenyl)-N-(4-benzylpiperidin-4-yl)-N,1-dimethyl-1H-pyrazolo[3,4-d]pyrimidin-6-amine